CC=1C=NC=C(C1C=1C=CC2=C(OC(CN2)CCO)C1)C 2-(7-(3,5-dimethylpyridin-4-yl)-3,4-dihydro-2H-benzo[b][1,4]oxazin-2-yl)ethan-1-ol